NCC1=NNC(C2=CC=C(C=C12)C=1C=NN(C1C1=C(C#N)C(=CC(=C1F)Cl)N1CCCCC1)C)=O 2-(4-(4-(aminomethyl)-1-oxo-1,2-dihydrophthalazin-6-yl)-1-methyl-1H-pyrazol-5-yl)-4-chloro-3-fluoro-6-(piperidin-1-yl)benzonitrile